5-[(1-methyl-1H-pyrazol-3-yl)sulfonamido]-1,3-thiazole-4-carboxylic acid CN1N=C(C=C1)S(=O)(=O)NC1=C(N=CS1)C(=O)O